monohydroxybisphenol A OC1=C(O)C=CC(=C1)C(C)(C)C1=CC=C(C=C1)O